2-(4-((4-(4-methoxybenzyl)piperazin-1-yl)methyl)-2,6-dimethylphenoxy)-2-methylpropanoic acid COC1=CC=C(CN2CCN(CC2)CC2=CC(=C(OC(C(=O)O)(C)C)C(=C2)C)C)C=C1